bis(3,5-bis(trifluoromethyl)phenyl)(4-(trifluoromethyl)phenyl)borane methyl-trans-4-(p-tolylsulfonyloxymethyl)cyclohexanecarboxylate COC(=O)[C@@H]1CC[C@H](CC1)COS(=O)(=O)C1=CC=C(C=C1)C.FC(C=1C=C(C=C(C1)C(F)(F)F)B(C1=CC=C(C=C1)C(F)(F)F)C1=CC(=CC(=C1)C(F)(F)F)C(F)(F)F)(F)F